CC1=C(SC2=C1C=CC(=C2Cl)O)N(CC2=C(C=CC=C2)F)C(C)=O Methyl-2-[acetyl(2-fluorobenzyl)amino]-7-chloro-6-hydroxy-1-benzothiophene